O=C1N(C(CC1)=O)OC(C[C@@H](C(NCCOCCOCCOCCOCCOCCOCCOC)=O)NC(OCC1[C@H]2CCC#CCC[C@@H]12)=O)=O (1R,8S,9s)-bicyclo[6.1.0]non-4-yn-9-ylmethyl {(25S)-27-[(2,5-dioxopyrrolidin-1-yl)oxy]-24,27-dioxo-2,5,8,11,14,17,20-heptaoxa-23-azaheptacosan-25-yl}carbamate